methyl 3'-amino-2-fluoro-[1,1'-biphenyl]-4-carboxylate NC=1C=C(C=CC1)C1=C(C=C(C=C1)C(=O)OC)F